(2S,4R)-1-((S)-2-amino-3,3-dimethylbutanoyl)-4-hydroxy-N-(4-(4-methylthiazol-5-yl)benzyl)pyrrolidine-2-carboxamide hydrochloride Cl.N[C@H](C(=O)N1[C@@H](C[C@H](C1)O)C(=O)NCC1=CC=C(C=C1)C1=C(N=CS1)C)C(C)(C)C